C(C)(C)(C)OC(=O)N1C(=CC2=CC=CC=C12)NC1=NC(=CC=C1C#N)C1CC1 ((3-cyano-6-cyclopropylpyridin-2-yl)amino)-1H-indole-1-carboxylic acid tert-butyl ester